methyl 5-(3-(2-hydroxyethyl)-2,2-dimethylcyclopropyl)pentanoate OCCC1C(C1CCCCC(=O)OC)(C)C